tert-butyl (3S,4S)-3-fluoro-4-[[6-[3-[5-fluoro-2-methoxy-4-(methylcarbamoyl)anilino]prop-1-ynyl]-1-(2,2,2-trifluoroethyl)benzimidazole-4-carbonyl]amino]piperidine-1-carboxylate F[C@H]1CN(CC[C@@H]1NC(=O)C1=CC(=CC=2N(C=NC21)CC(F)(F)F)C#CCNC2=C(C=C(C(=C2)F)C(NC)=O)OC)C(=O)OC(C)(C)C